[Zn].ClC1=C(OCC(=O)O)C=C(C(=C1)Cl)Cl 2,4,5-trichlorophenoxyacetic acid zinc